OC1=C(CNC2=NC(=C3NC=NC3=N2)O)C=CC(=C1)O 2-(2,4-dihydroxybenzylamino)-6-hydroxypurine